tert-butyl 5-(3-formyl-4-(methoxycarbonyl)phenyl)-2,5-diazabicyclo[2.2.1]heptane-2-carboxylate C(=O)C=1C=C(C=CC1C(=O)OC)N1C2CN(C(C1)C2)C(=O)OC(C)(C)C